C1(CC1)C=1C=CC=2N(C1)C=C(N2)CN2C=NC=C2C(=O)OCC ethyl 1-((6-cyclopropylimidazo[1,2-a]pyridin-2-yl)methyl)-1H-imidazole-5-carboxylate